2-[(3S,5R)-5-(2,3-dichloro-6-hydroxyphenyl)pyrrolidin-3-yl]-3-methoxypropanamide ClC1=C(C(=CC=C1Cl)O)[C@H]1C[C@H](CN1)C(C(=O)N)COC